1-(4-methoxy-6-(trifluoromethyl)pyridin-3-yl)-N-((3R,5S)-5-methyl-1-(1H-tetrazol-5-yl)piperidin-3-yl)cyclopropane-1-carboxamide COC1=C(C=NC(=C1)C(F)(F)F)C1(CC1)C(=O)N[C@H]1CN(C[C@H](C1)C)C1=NN=NN1